COCCOCCOC=1C=C(C=CC1)C1CC(CC(C1)=O)=O 5-(3-(2-(2-methoxyethoxy)ethoxy)phenyl)cyclohexane-1,3-dione